O=C1N(CCN(C1)C(C=C)=O)C=1SC2=C(CN(CC2)C(=O)OC(C)(C)C)N1 tert-butyl 2-(2-oxo-4-prop-2-enoyl-piperazin-1-yl)-6,7-dihydro-4H-thiazolo[4,5-c]pyridine-5-carboxylate